C1=CC=C(C=C1)P(=O)(C2=CC=CC=C2)C3=CC=CC4=C3C(=CC=C4)P(=O)(C5=CC=CC=C5)C6=CC=CC=C6 naphthalene-1,8-diylbis(diphenylphosphine oxide)